C(#N)C1=CC(=C(C=C1)NS(=O)(=O)C1=CNC=C1CC1=CC=C(C=C1)OC)F N-(4-cyano-2-fluoro-phenyl)-4-[(4-methoxyphenyl)methyl]-1H-pyrrole-3-sulfonamide